2-{8-[(2-cyano-2-methylideneethyl)amino]-7-methoxynaphthalen-2-yl}-N-methylpyrimidine-4-carboxamide C(#N)C(CNC=1C(=CC=C2C=CC(=CC12)C1=NC=CC(=N1)C(=O)NC)OC)=C